[Ar].[Si].ClC=1C(=C(C(=CC1)C(F)F)C1=NC(=NC(=C1)OCC1=CC=C(C=C1)OC)SC)F (3-chloro-6-(difluoromethyl)-2-fluorophenyl)-6-((4-methoxybenzyl)oxy)-2-(methylthio)pyrimidine Silicon Argon